Methyl 3-methyl-5-((4-methylthiazol-2-yl)amino)benzoate CC=1C=C(C(=O)OC)C=C(C1)NC=1SC=C(N1)C